C(C=C)C1=CC=C(C=C1)OP(OC1=CC=C(C=C1)CC=C)(=O)C1=CC=CC=C1 bis(4-allylphenyl)phenylphosphonate